Cl.FC1=C(C(=O)O)C(=CC=C1)C 2-fluoro-6-methylbenzoic acid hydrochloride